COC=1C=2N(N=C(C1)C=1N=C3N(C(C1)=O)C=C(S3)[C@]3([C@@H](CNCC3)F)F)C=C(N2)C |r| 7-(8-methoxy-2-methyl-imidazo[1,2-b]pyridazin-6-yl)-2-[rac-(3R,4S)-3,4-difluoro-4-piperidyl]thiazolo[3,2-a]pyrimidin-5-one